ClC=1C=CC(=NC1)OC1=CC=C(C(=O)N[C@H]2[C@H]3CC[C@@H](C2)N3C#N)C=C1 4-((5-chloro-2-pyridinyl)oxy)-N-((1R,2R,4S)-7-cyano-7-azabicyclo[2.2.1]heptan-2-yl)benzamide